N-[5-[2,4-difluoro-5-(2,4,4-trimethylpentan-2-ylcarbamoyl)phenyl]-4-fluoro-2-[rac-(3R,5S)-3,4,5-trimethylpiperazin-1-yl]phenyl]-6-oxo-4-(trifluoromethyl)-1H-pyridine-3-carboxamide FC1=C(C=C(C(=C1)F)C(NC(C)(CC(C)(C)C)C)=O)C=1C(=CC(=C(C1)NC(=O)C1=CNC(C=C1C(F)(F)F)=O)N1C[C@H](N([C@H](C1)C)C)C)F |r|